Heptadecan-9-yl 8-((5-hydroxypentyl)(6-oxo-6-((11,11,11-trifluoroundecyl)oxy)-hexyl)amino)octanoate OCCCCCN(CCCCCCCC(=O)OC(CCCCCCCC)CCCCCCCC)CCCCCC(OCCCCCCCCCCC(F)(F)F)=O